O[C@@H](COC1=C2C=3C(C4=C(C(C3N(C2=CC(=C1)O)C)(C)C)C=CC=C4)=O)CO (R)-2,3-Dihydroxy-propoxy-3-hydroxy-5,6,6-trimethyl-5,6-dihydro-benzo[b]carbazol-11-one